3-(4-chloro-2-hydroxy-6-methylphenyl)-8-((R)-1-methylpiperidin-3-yl)-5,6,7,8-tetrahydropyrido[2,3-c]pyridazin-5-ol ClC1=CC(=C(C(=C1)C)C1=CC2=C(N=N1)N(CCC2O)[C@H]2CN(CCC2)C)O